C(C)(C)(C)C1=CC=C(C(=O)N2C(N[C@H]3[C@@H]2CS[C@H]3CCCCC(=O)NCCCCCCN=[N+]=[N-])=O)C=C1 5-[(3aR,6S,6aS)-3-(4-tert-butylbenzoyl)-2-oxo-3a,4,6,6a-tetrahydro-1H-thieno[3,4-d]imidazol-6-yl]-N-(6-azidohexyl)pentanamide